C(C1=CC=CC=C1)N1CC(C(CC1)N1CC(C1)N1CCNCC1)(F)F 1-(1-(1-benzyl-3,3-difluoropiperidin-4-yl)azetidin-3-yl)piperazine